N-[5-[4-[[tert-butyl(dimethyl)silyl]oxymethyl]-1-piperidyl]-2-[4-(hydroxymethyl)cyclohexyl]-1,3-benzoxazol-6-yl]-6-(trifluoromethyl)pyridine-2-carboxamide [Si](C)(C)(C(C)(C)C)OCC1CCN(CC1)C=1C(=CC2=C(N=C(O2)C2CCC(CC2)CO)C1)NC(=O)C1=NC(=CC=C1)C(F)(F)F